4-ethylene 2,5-thiophenedicarboxylate S1C2=CC=C1C(=O)OCCOC2=O